NC1CN(CCOC1)C=1C2=C(N=C(N1)OCC13CCCN3CCC1)C(=C(N=C2)C2=CC(=CC1=CC=CC(=C21)C#C)O)F 4-(4-(6-amino-1,4-oxazepan-4-yl)-8-fluoro-2-((tetrahydro-1H-pyrrolizin-7a(5H)-yl)methoxy)pyrido[4,3-d]pyrimidin-7-yl)-5-ethynylnaphthalen-2-ol